COC1=NC=CC=C1C=1C=NN2C1N=C(C=C2)N2CC(N(CC2)CCC(F)(F)F)=O 4-(3-(2-methoxypyridin-3-yl)pyrazolo[1,5-a]pyrimidin-5-yl)-1-(3,3,3-trifluoropropyl)piperazin-2-one